4,4-difluoro-N-(3-(5-fluoro-2-((3-methoxy-1-methyl-1H-pyrazol-4-yl)amino)pyrimidin-4-yl)-1H-indol-7-yl)-1'-methyl-[1,3'-bipyrrolidine]-2-carboxamide FC1(CC(N(C1)C1CN(CC1)C)C(=O)NC=1C=CC=C2C(=CNC12)C1=NC(=NC=C1F)NC=1C(=NN(C1)C)OC)F